FC1=C(C=CC(=C1)O)NC(OCCCC)=O Butyl (2-fluoro-4-hydroxyphenyl)carbamate